5-(4-((2-((N-ethylsulfamoyl)amino)pyridin-4-yl)methyl)-2-oxopiperazin-1-yl)-N,6-dimethylpicolinamide C(C)NS(=O)(=O)NC1=NC=CC(=C1)CN1CC(N(CC1)C=1C=CC(=NC1C)C(=O)NC)=O